(3-(7-carbamoyl-3-chloro-5-fluoro-2-methyl-1H-indol-4-yl)cyclohex-3-en-1-yl)carbamic acid tert-butyl ester C(C)(C)(C)OC(NC1CC(=CCC1)C1=C2C(=C(NC2=C(C=C1F)C(N)=O)C)Cl)=O